CC=1C=C(C=C2C=NNC12)C[C@@H](C(=O)NCC#C)CC(N1CCC(CC1)N1C(NC2=CC=CC=C2C1)=O)=O |r| (±)-2-(7-Methyl-1H-indazol-5-ylmethyl)-4-oxo-4-[4-(2-oxo-1,4-dihydro-2H-quinazolin-3-yl)-piperidin-1-yl]-N-prop-2-ynyl-butyramide